[(2S,3R,4R,5S,6S)-3,4,5-trimethoxy-6-methyl-tetrahydropyran-2-yl]-N-[4-[1-[4-(1,1,2,2,2-pentafluoroethoxy)phenyl]-1,2,4-triazol-3-yl]phenyl]carbamate CO[C@H]1[C@@H](O[C@H]([C@@H]([C@H]1OC)OC)C)OC(NC1=CC=C(C=C1)C1=NN(C=N1)C1=CC=C(C=C1)OC(C(F)(F)F)(F)F)=O